COC(=O)C=1C(=NN(C1)CC1=CC=C2CCNCC2=C1)COC 3-(methoxymethyl)-1-((1,2,3,4-tetrahydroisoquinolin-7-yl)methyl)-1H-pyrazole-4-carboxylic acid methyl ester